OC(CCC(=O)[O-])CCCCCCCCCCCC.[Na+] sodium 4-hydroxyhexadecanoate